(cyclopentadienyl)trimethylplatinum (IV) C1(C=CC=C1)[Pt](C)(C)C